methyl 5-{[(1S,2S)-2-hydroxycyclohexyl] carbamoyl}-2-methylbenzoate O[C@@H]1[C@H](CCCC1)NC(=O)C=1C=CC(=C(C(=O)OC)C1)C